3,5-bis(bromomethyl)benzene BrCC=1C=CC=C(C1)CBr